CC=1C(=C(C=C(C1)C)O)C1=NN=C(C2=CC=CC=C12)N[C@H]1CN(CCC1)C 3,5-dimethyl-2-(4-(((R)-1-methylpiperidin-3-yl)amino)phthalazin-1-yl)phenol